C(C1=CC=CC=C1)OC(=O)N1CC=2N(CCC1)N=C(N2)C(=O)O 8-benzyloxycarbonyl-5,6,7,9-tetrahydro-[1,2,4]triazolo[1,5-a][1,4]diazepine-2-carboxylic acid